(4-chlorophenyl)(triethylsilyl)methanone ClC1=CC=C(C=C1)C(=O)[Si](CC)(CC)CC